3,4-Benzopyrene C1=CC=C2C3=C4C(=CC2=C1)C=CC5=C4C(=CC=C5)C=C3